N-(5-Bromo-2-(4-((dimethylamino)methyl)piperidin-1-yl)pyridin-3-yl)cyclopropanesulfonamide BrC=1C=C(C(=NC1)N1CCC(CC1)CN(C)C)NS(=O)(=O)C1CC1